[5-bromo-3-(2-methoxy-ethyl)-2,4-dioxo-3,4-dihydro-2H-pyrimidin-1-yl]-methyl acetate C(C)(=O)OCN1C(N(C(C(=C1)Br)=O)CCOC)=O